O1COC2=C1C=CC(=C2)C(\C=C\N(C)C)=O (2E)-1-(1,3-benzodioxol-5-yl)-3-(dimethylamino)-2-propen-1-one